tert-butyl 2-(2-morpholino-3-nitrophenyl)-1H-pyrrole-1-carboxylate O1CCN(CC1)C1=C(C=CC=C1[N+](=O)[O-])C=1N(C=CC1)C(=O)OC(C)(C)C